ClC=1NC=C(N1)C1CN(CCC1)C1=NC(=NC=C1)C1=CN=C2N1C=C(N=C2)C(F)(F)F 3-(4-(3-(2-Chloro-1H-imidazol-4-yl)piperidin-1-yl)pyrimidin-2-yl)-6-(trifluoromethyl)imidazo[1,2-a]pyrazine